2-methoxyethyl (4-carbamothioylbenzyl)carbamate C(N)(=S)C1=CC=C(CNC(OCCOC)=O)C=C1